N1(CCC[C@@]12CNCCC2)C[C@@H]2[C@H]([C@H]([C@@H](C2)N2C=CC1=C2N=CN=C1NC)O)O (1S,2R,3R,5R)-3-(((S)-1,7-diazaspiro[4.5]decan-1-yl)methyl)-5-(4-(methylamino)-7H-pyrrolo[2,3-d]pyrimidin-7-yl)cyclopentane-1,2-diol